2-((2-hydroxy-4-methylpyridin-3-yl)methyl)-6-(4-methoxyphenylsulfonyl)phthalazin-1(2H)-one OC1=NC=CC(=C1CN1C(C2=CC=C(C=C2C=N1)S(=O)(=O)C1=CC=C(C=C1)OC)=O)C